tert-Butyl 4-(6-(2-((tert-butyldiphenylsilyl)oxy)-6-fluorophenyl)-7-chloro-4-cyclopropylphthalazin-1-yl)piperazine-1-carboxylate [Si](C1=CC=CC=C1)(C1=CC=CC=C1)(C(C)(C)C)OC1=C(C(=CC=C1)F)C=1C=C2C(=NN=C(C2=CC1Cl)N1CCN(CC1)C(=O)OC(C)(C)C)C1CC1